(±)-tert-butyl (1S,2R,3R,5R)-3-amino-2-fluoro-9-azabicyclo[3.3.1]nonane-9-carboxylate N[C@H]1[C@H]([C@@H]2CCC[C@H](C1)N2C(=O)OC(C)(C)C)F |r|